BrC1=CC2=CC=C(C(=C2C=C1)N)N 6-bromonaphthalene-1,2-diamine